C[C@@H]1COCCN1C=1C2=C(N=C(N1)C1=C3C(=NC=C1)NC=C3)C(=CS2)C(C)(C)O (R)-2-(4-(3-methylmorpholino)-2-(1H-pyrrolo[2,3-b]pyridin-4-yl)thieno[3,2-d]pyrimidin-7-yl)propan-2-ol